3-(5-hydroxy-1-oxo-3H-isoindol-2-yl)-3-methylpiperidine-2,6-dione OC=1C=C2CN(C(C2=CC1)=O)C1(C(NC(CC1)=O)=O)C